(2S)-1-(4-chloro-3-methyl-phenyl)-2-methyl-piperazine ClC1=C(C=C(C=C1)N1[C@H](CNCC1)C)C